NC=1C=C(C=C(C1)C(F)(F)F)[C@@H](C)NC=1C2=C(N=C(N1)C)N=C(C(=C2)C=2CCN(CC2)C(=O)OC(C)(C)C)C (R)-tert-butyl 4-(4-((1-(3-amino-5-(trifluoromethyl) phenyl) ethyl) amino)-2,7-dimethylpyrido[2,3-d]pyrimidin-6-yl)-3,6-dihydropyridine-1(2H)-carboxylate